O[C@@H]1CN(CC[C@@H]1CC(=O)NOC[C@H](C)NC=1C=NNC(C1C(F)(F)F)=O)C1=NC=C(C=N1)C(F)(F)F 2-((3S,4R)-3-hydroxy-1-(5-(trifluoromethyl)pyrimidin-2-yl)piperidin-4-yl)-N-((S)-2-((6-oxo-5-(trifluoromethyl)-1,6-dihydropyridazin-4-yl)amino)propoxy)acetamide